C(C)(C)(C)OCCN1CCN(CC1)C1=CC=C(C=N1)C=1C=2N(C=C(N1)C=1C=NN(C1)C)N=CC2C#N 4-(6-(4-(2-(tert-butoxy)ethyl)piperazin-1-yl)pyridin-3-yl)-6-(1-methyl-1H-pyrazol-4-yl)pyrazolo[1,5-a]pyrazine-3-carbonitrile